(R)-2-(3-((4-chlorophthalazin-1-yl)amino)piperidin-1-yl)-1-ethanol ClC1=NN=C(C2=CC=CC=C12)N[C@H]1CN(CCC1)CCO